FC(C(C(=O)N1C[C@H]2OC3=C([C@@H]1C2)C=NC=C3C#N)(C)C)(C)F (2S,5S)-4-(3,3-difluoro-2,2-dimethylbutanoyl)-2,3,4,5-tetrahydro-2,5-methanopyrido[3,4-f][1,4]oxazepine-9-carbonitrile